C1=C(C=CC2=CC=CC=C12)CC1OCCCO1 2-(naphthalen-2-ylmethyl)-1,3-dioxane